N-[(1S)-5-[2-(2-aminopyridin-3-yl)-5-(4-fluoropyrazol-1-yl)imidazo[4,5-b]pyridin-3-yl]-2,3-dihydro-1H-inden-1-yl]-3-formyl-4-hydroxybenzamide NC1=NC=CC=C1C1=NC=2C(=NC(=CC2)N2N=CC(=C2)F)N1C=1C=C2CC[C@@H](C2=CC1)NC(C1=CC(=C(C=C1)O)C=O)=O